tert-butyl (2R)-2-[[tert-butyl(diphenyl)silyl]oxymethyl]-6-methylene-1,4-oxazepane-4-carboxylate [Si](C1=CC=CC=C1)(C1=CC=CC=C1)(C(C)(C)C)OC[C@@H]1OCC(CN(C1)C(=O)OC(C)(C)C)=C